5-adamantan-1-yl-N-(3,4-dihydroxybenzyl)-2,4-dihydroxy-benzoic acid amide C12(CC3CC(CC(C1)C3)C2)C=2C(=CC(=C(C(=O)NCC3=CC(=C(C=C3)O)O)C2)O)O